(E)-3-fluoro-N-(2-(2-((4-(4-methylpiperazin-1-yl)phenyl)amino)quinazolin-8-yl)pyridin-4-yl)acrylamide F/C=C/C(=O)NC1=CC(=NC=C1)C=1C=CC=C2C=NC(=NC12)NC1=CC=C(C=C1)N1CCN(CC1)C